tert-butyl ((3-methylazetidin-3-yl)methyl)carbamate hydrochloride Cl.CC1(CNC1)CNC(OC(C)(C)C)=O